7-(3-(6-((4-(2-(2,6-Dioxopiperidin-3-yl)-1-oxoisoindolin-4-yl)but-3-yn-1-yl)carbamoyl)pyridin-3-yl)isoquinolin-8-yl)-5-isopropyl-N-methylimidazo[1,5-a]pyridine-1-carboxamide O=C1NC(CCC1N1C(C2=CC=CC(=C2C1)C#CCCNC(=O)C1=CC=C(C=N1)C=1N=CC2=C(C=CC=C2C1)C1=CC=2N(C(=C1)C(C)C)C=NC2C(=O)NC)=O)=O